CN1CC(C1)C(=O)NCCCNC1=NC(=NC=C1C(F)(F)F)NC=1N=C(OC1C)N1CCN(CC1)C 1-methyl-N-(3-((2-((5-methyl-2-(4-methylpiperazin-1-yl)oxazol-4-yl)amino)-5-(trifluoromethyl)pyrimidin-4-yl)amino)propyl)azetidine-3-carboxamide